C=1N=CN2C1C1=CC=CC=C1C2C2CCC1=C(N=CS1)[C@@H]2O (4R)-5-(5H-imidazo[5,1-a]isoindol-5-yl)-4,5,6,7-tetrahydrobenzo[d]thiazol-4-ol